11-[10-(benzyloxycarbonylamino)decyl]-1,4,8,11-tetraaza-4,8-methano-cyclopentadecane C(C1=CC=CC=C1)OC(=O)NCCCCCCCCCCN1CCN2CCCN(CCNCCCC1)C2